2-tert-butyl 3-(2-ethylbutyl) (3S,4aS,8aR)-6-fluoro-6-[2-(1H-1,2,3,4-tetrazol-5-yl)ethyl]-decahydroisoquinoline-2,3-dicarboxylate FC1(C[C@@H]2C[C@H](N(C[C@@H]2CC1)C(=O)OC(C)(C)C)C(=O)OCC(CC)CC)CCC1=NN=NN1